ClC=1C=C2C(=NC1)C1(C(O2)(C(C(C1=O)C(=O)[O-])C1=CC=CC=C1)C1=CC=C(C=C1)C(F)(F)F)O 3-chloro-8a-hydroxy-8-oxo-6-phenyl-5a-(4-(trifluoromethyl)phenyl)-5a,7,8,8a-tetrahydro-6H-cyclopenta[4,5]furo[3,2-b]pyridine-7-carboxylate